CS(=O)(=O)CCCCCCO 6-(methylsulfonyl)-hexanol